O1C(CCCC1)OC/C(=C/C(=O)OC)/B1OC(C(O1)(C)C)(C)C (E)-methyl 4-(tetrahydro-2H-pyran-2-yloxy)-3-(4,4,5,5-tetramethyl-1,3,2-dioxaborolan-2-yl)but-2-enoate